CC1=C2C=CC3=C(C2=CC(=C1C)O)C(=O)C(=O)C(=C3)C(C)C The molecule is a diterpenoid that is multiorthoquinone in which the methoxy group at position 12 is replaced by a hydroxy group. A norabietane derivative, it is isolated from Salvia multicaulis and exhibits antitubercular activity. It has a role as a metabolite and an antitubercular agent. It is a diterpenoid, a member of phenanthrenes and a member of orthoquinones.